2-(4-{[(3R)-1-(propan-2-yl)piperidin-3-yl]amino}pyrido[3,4-d]pyridazin-1-yl)-5-(trifluoromethyl)phenol formate salt C(=O)O.CC(C)N1C[C@@H](CCC1)NC=1N=NC(=C2C1C=NC=C2)C2=C(C=C(C=C2)C(F)(F)F)O